4-amino-7-fluoro-N,1-dimethyl-N-((1S)-1-(4-(pentafluoro-λ6-sulfanyl)phenyl)ethyl)-1H-pyrazolo[4,3-c]quinoline-8-carboxamide NC1=NC=2C=C(C(=CC2C2=C1C=NN2C)C(=O)N([C@@H](C)C2=CC=C(C=C2)S(F)(F)(F)(F)F)C)F